4,4',4'',4'''-(porphyrin-5,10,15,20-tetrayl)tetrabenzoic acid C12=CC=C(N1)C(=C1C=CC(=N1)C(=C1C=CC(N1)=C(C=1C=CC(N1)=C2C2=CC=C(C(=O)O)C=C2)C2=CC=C(C(=O)O)C=C2)C2=CC=C(C(=O)O)C=C2)C2=CC=C(C(=O)O)C=C2